O1CCN(CC1)C(=O)C=1C=NN2C1C=C(C=C2)C2=CNC1=NC=C(C=C12)C=1C(=NN(C1C)C)C morpholino(5-(5-(1,3,5-trimethyl-1H-pyrazol-4-yl)-1H-pyrrolo[2,3-b]pyridin-3-yl)pyrazolo[1,5-a]pyridin-3-yl)methanone